3-[4-[4-(hydroxymethyl)-1-piperidyl]phenyl]piperidine-2,6-dione OCC1CCN(CC1)C1=CC=C(C=C1)C1C(NC(CC1)=O)=O